2-[hydroxy-[2-methoxy-4-(trifluoromethyl)phenyl]methyl]-1-(2-trimethylsilylethoxymethyl)pyrrole-3-carboxylic acid methyl ester COC(=O)C1=C(N(C=C1)COCC[Si](C)(C)C)C(C1=C(C=C(C=C1)C(F)(F)F)OC)O